N-[2-[[4-(Guanidinomethyl)phenoxy]methyl]phenyl]-4-methyl-thieno[3,2-b]pyrrole-5-carboxamide N(C(=N)N)CC1=CC=C(OCC2=C(C=CC=C2)NC(=O)C2=CC3=C(N2C)C=CS3)C=C1